1,2-Pentylenoxid C1C(CCC)O1